CC1=CC=C(C=C1)C1=C(C=CC=C1N)C1=CC(=CC=C1)N (4-methylphenyl)[1,1'-biphenyl]-3,3'-diamine